ClC1=NC=C(C(=C1)C1=C(C=NC(=C1)C)C(=O)NC=1SC(=NN1)OCC(C)(C)F)OC 2'-chloro-N-(5-(2-fluoro-2-methylpropoxy)-1,3,4-thiadiazol-2-yl)-5'-methoxy-6-methyl-(4,4'-bipyridine)-3-carboxamide